ClC=1C(=C(C(=CC1N1CC(CC1)(C1N(CC(C1)(C)C)C)C)F)S(=O)(=O)NC1=NC(=CC=C1)F)F 3-chloro-2,6-difluoro-N-(6-fluoro-2-pyridyl)-4-[3-methyl-3-[1,4,4-trimethylpyrrolidin-2-yl]pyrrolidin-1-yl]benzenesulfonamide